N-(2-amino-1-(3-chlorophenyl)eth-yl)-1-(5-methyl-2-((tetrahydrofuran-3-yl)amino)pyrimidin-4-yl)-1H-imidazole-4-carboxamide NCC(C1=CC(=CC=C1)Cl)NC(=O)C=1N=CN(C1)C1=NC(=NC=C1C)NC1COCC1